ethyl (R)-6-fluoro-5-((1-(5-fluoro-2-methoxypyridin-3-yl)ethyl)amino)pyrazolo[1,5-c]pyrimidine-3-carboxylate FN1CN2C(C=C1N[C@H](C)C=1C(=NC=C(C1)F)OC)=C(C=N2)C(=O)OCC